(R)-methyl 1-(4-fluorophenyl)-6-((2-propyl-2H-1,2,3-triazol-4-yl)sulfonyl)-4,4a,5,6,7,8-hexahydro-1H-pyrazolo[3,4-g]isoquinoline-4a-carboxylate FC1=CC=C(C=C1)N1N=CC2=C1C=C1CCN(C[C@]1(C2)C(=O)OC)S(=O)(=O)C2=NN(N=C2)CCC